Hydroxycyclohexanebenzophenone OC1(CCCCC1)C1=CC=CC=C1C(=O)C1=CC=CC=C1